3-(4-((4-aminobutyl)((1s,4s)-4-(aminomethyl)cyclohexyl)amino)-1-oxoisoindolin-2-yl)piperidine-2,6-dione NCCCCN(C1=C2CN(C(C2=CC=C1)=O)C1C(NC(CC1)=O)=O)C1CCC(CC1)CN